FC=1C(=CC2=CN(N=C2C1N)C1OCCCC1)C(F)(F)F 6-fluoro-2-(tetrahydro-2H-pyran-2-yl)-5-(trifluoromethyl)-2H-indazol-7-amine